CCC(C)CC/C=C\\C=C\\C(=O)N[C@@H](C(C)C(=O)O)C(=O)N[C@H]1C(NC(=O)[C@@H]2C[C@H](CN2C(=O)[C@@H](NC(=O)[C@H](NC(=O)CNC(=O)[C@@H](NC(=O)[C@@H](NC(=O)[C@@H](NC(=O)[C@H](NC1=O)C(C)C)CCCCN)C(C(=O)O)O)CC(=O)O)C(C)C(=O)O)C(C)C)C)C The molecule is a homodetic cyclic peptide that is malacidin A in which the (2E,4Z)-8-methylnona-2,4-dienoyl group has been replaced by a (2E,4Z)-8-methyldeca-2,4-dienoyl group. It has a role as a bacterial metabolite, a member of calcium-dependent antibiotics and an antibacterial agent. It is a homodetic cyclic peptide and a lipopeptide.